iodic acid, iodic acid salt I(=O)(=O)O.I(=O)(=O)O